(2R)-3-(4-fluorophenyl)-2-hydroxypropionic acid FC1=CC=C(C=C1)C[C@H](C(=O)O)O